F[C@@H]1[C@@H]([C@H]2N(C(NCC=3C=CC(=C(CC=4C=CC=C(C2)C4F)N3)C)=O)C1)NS(=O)(=O)CC N-[(15aS,16R,17S)-17,20-difluoro-7-methyl-1-oxo-2,3,15a,16,17,18-hexahydro-1H,9H,15H-8,4-(azeno)-10,14-(metheno)pyrrolo[1,2-c][1,3]diazacycloheptadecin-16-yl]ethanesulfonamide